O1C=CC2=C1C(=CC=C2)O[C@@H](CCN(C)C)C=2SC=CC2 (S)-3-(benzofuran-7-yloxy)-N,N-dimethyl-3-(thiophene-2-yl)propane-1-amine